5-[[4-(2-hydroxyethyl)phenyl]sulfinylmethyl]-3-methyl-1-phenyl-pyrazole OCCC1=CC=C(C=C1)S(=O)CC1=CC(=NN1C1=CC=CC=C1)C